[Na+].S(=O)(=O)(OCCCCCCCCCCCCCCCC)[O-].[Na+].[Na+].C(CCCCCCCCCCCCCCC)OS(=O)(=O)[O-].C(CCCCCCCCCCCCCCC)OS(=O)(=O)[O-] disodium hexadecyl sulfate, sodium salt